4-(4-(3,8-diazabicyclo[3.2.1]octan-3-yl)-8-fluoro-2-((1-(methoxymethyl)hexahydro-cyclopropa[b]-pyrrolizin-5a(3H)-yl)methoxy)-pyrido[4,3-d]pyrimidin-7-yl)-5,6-difluoronaphthalen-2-ol C12CN(CC(CC1)N2)C=2C1=C(N=C(N2)OCC23CCCN3C3C(C2)C3COC)C(=C(N=C1)C1=CC(=CC3=CC=C(C(=C13)F)F)O)F